4-methyl-2,3-dihydropyridazin-3-one CC=1C(NN=CC1)=O